(8-benzhydryl-3,8-diazabicyclo[3.2.1]octan-3-yl)(5-methylpyridin-3-yl)methanone C(C1=CC=CC=C1)(C1=CC=CC=C1)N1C2CN(CC1CC2)C(=O)C=2C=NC=C(C2)C